(3-cyano-4-(N-(tetrahydro-2H-pyran-4-yl)sulfamoyl)phenyl)-1-cyclopropyl-6-fluoro-4-oxo-1,4-dihydroquinoline-3-carboxylic acid C(#N)C=1C=C(C=CC1S(NC1CCOCC1)(=O)=O)C=1N(C2=CC=C(C=C2C(C1C(=O)O)=O)F)C1CC1